4,4'-di(2-chloroacetyl)biphenyl ClCC(=O)C1=CC=C(C=C1)C1=CC=C(C=C1)C(CCl)=O